4-{4-[(1-{4-[1-(4-Chloro-3-cyano-1H-indol-7-yl)piperidin-4-yl]phenyl}piperidin-4-yl)methyl]piperazin-1-yl}-N-(2,6-dioxopiperidin-3-yl)-2-fluorobenzamide ClC1=C2C(=CNC2=C(C=C1)N1CCC(CC1)C1=CC=C(C=C1)N1CCC(CC1)CN1CCN(CC1)C1=CC(=C(C(=O)NC2C(NC(CC2)=O)=O)C=C1)F)C#N